tert-butyl (2R,3aR,6aS)-2-(hydroxymethyl)-3-((4-methoxybenzyl)amino)hexahydro-1H-furo[3,4-b]pyrrole-1-carboxylate OC[C@H]1C([C@@H]2[C@H](N1C(=O)OC(C)(C)C)COC2)NCC2=CC=C(C=C2)OC